dimethyl-ammonium 5-sulfotriethyl-isophthalate S(=O)(=O)(O)C=1C(=C(C(=C(C(=O)[O-])C1CC)CC)C(=O)[O-])CC.C[NH2+]C.C[NH2+]C